CC(C[C@H](C(N1CC2(CC2)C[C@H]1C(N[C@@H](C[C@H]1C(NCC1)=O)C(COC(F)(F)F)=O)=O)=O)NC(OC(C)(C)C)=O)C tert-butyl ((R)-4-methyl-1-oxo-1-((S)-6-(((S)-3-oxo-1-((S)-2-oxopyrrolidin-3-yl)-4-(trifluoromethoxy)butan-2-yl)carbamoyl)-5-azaspiro[2.4]heptan-5-yl)pentan-2-yl)carbamate